4-((2R,3S,5R)-3-(2-(difluoromethoxy)-4-fluorophenyl)-5-methyl-5-(trifluoromethyl)tetrahydrofuran-2-carboxamido)picolinamide FC(OC1=C(C=CC(=C1)F)[C@H]1[C@@H](O[C@](C1)(C(F)(F)F)C)C(=O)NC1=CC(=NC=C1)C(=O)N)F